CC1=CC=CC(=N1)C1=C(N=CN1)C=1C=C2C=C(C=NC2=CC1)C1=CC=C(S1)C(=O)OC1CCNCC1 piperidin-4-yl 5-(6-(5-(6-methylpyridin-2-yl)-1H-imidazol-4-yl)quinolin-3-yl)thiophene-2-carboxylate